N'-{2-chloro-4-[(2-methoxyphenyl)(methyl)amino]-5-methylphenyl}-N-ethyl-N-methylimidoformamide ClC1=C(C=C(C(=C1)N(C)C1=C(C=CC=C1)OC)C)N=CN(C)CC